C(CCCCCCCCCCCCCCCC)[N+]1=CC=C(C=C1)C 1-heptadecyl-4-methylpyridinium